FC=1C=C(C=CC1N1CCN(CC1)C)C1(N=C(C2=C(N1)NC=C2)NC=2C=CC=C1CCN(C21)S(=O)(=O)C)N 2-(3-fluoro-4-(4-methylpiperazin-1-yl)phenyl)-N4-(1-(methylsulfonyl)indolin-7-yl)-7H-pyrrolo[2,3-d]pyrimidine-2,4-diamine